Tert-butyl N-[4-[4-[2-[4-(hydroxymethyl)phenyl]-6,7-dihydro-5H-pyrazolo[4,3-b]pyridine-4-carbonyl]oxazol-2-yl]-2-pyridyl]-N-(2,2,2-trifluoroethyl)carbamate OCC1=CC=C(C=C1)N1N=C2C(N(CCC2)C(=O)C=2N=C(OC2)C2=CC(=NC=C2)N(C(OC(C)(C)C)=O)CC(F)(F)F)=C1